(R)-N,N-dimethyl-1-(6-(4-(3-((2,5,7-trimethyl-[1,2,4]triazolo[1,5-a]pyrimidin-6-yl)oxy)pyrrolidin-1-yl)phenyl)pyridazine-3-carbonyl)azetidine-3-carboxamide CN(C(=O)C1CN(C1)C(=O)C=1N=NC(=CC1)C1=CC=C(C=C1)N1C[C@@H](CC1)OC=1C(=NC=2N(C1C)N=C(N2)C)C)C